aminovinyl sulfate S(=O)(=O)(OC=CN)[O-]